ClCC[Al]CCC chloroethyl-propyl-aluminum